4-(2-dibenzothienyl)phenylboronic acid C1=C(C=CC=2SC3=C(C21)C=CC=C3)C3=CC=C(C=C3)B(O)O